methyl 3-(9-((4-(((tert-butoxycarbonyl)amino)methyl)-2,6-dimethylphenyl)carbamoyl)-4,5-dihydrobenzo[b]thieno[2,3-d]oxepin-8-yl)-6-((4,4-dimethylcyclohexyl)carbamoyl)picolinate C(C)(C)(C)OC(=O)NCC1=CC(=C(C(=C1)C)NC(=O)C1=CC2=C(OCCC3=C2SC=C3)C=C1C=1C(=NC(=CC1)C(NC1CCC(CC1)(C)C)=O)C(=O)OC)C